BrC(C(=O)[O-])C(C(F)(F)F)Br 2,3-dibromo-4,4,4-trifluorobutanoate